tert-butyl (2R,3S,4S)-3-(acetyloxy)-2-[(4-chlorophenyl)methyl]-4-hydroxypyrrolidine-1-carboxylate C(C)(=O)O[C@H]1[C@H](N(C[C@@H]1O)C(=O)OC(C)(C)C)CC1=CC=C(C=C1)Cl